COC1=NC=CC=C1C=1OC=C(N1)C(=O)O 2-(2-methoxypyridin-3-yl)oxazole-4-carboxylic acid